COC1=C(C2=CC=CC=C2C=C1OC)C=O 2,3-dimethoxy-1-naphthaldehyde